tert-butyl 2-(((6-((6-(2,6-dichlorophenyl)-8-methyl-7-oxo-7,8-dihydropyrido[2,3-d]pyrimidin-2-yl)amino)pyridazin-3-yl)oxy)methyl)-6-azaspiro[3.4]octane-6-carboxylate ClC1=C(C(=CC=C1)Cl)C1=CC2=C(N=C(N=C2)NC2=CC=C(N=N2)OCC2CC3(C2)CN(CC3)C(=O)OC(C)(C)C)N(C1=O)C